CC1=C(C(=CC(=C1)N(CC1=CC=C(C=C1)C(F)(F)F)C)C)NC([C@H](CC(C)C)N)=O (S)-2-Amino-4-methyl-pentanoic acid {2,6-dimethyl-4-[methyl-(4-trifluoromethyl-benzyl)-amino]-phenyl}-amide